(R)-2-Amino-4-(2,2-difluoro-7-((5-methoxy-7-methyl-1H-indol-4-yl)methyl)-7-azaspiro[3.5]nonan-6-yl)benzoic acid NC1=C(C(=O)O)C=CC(=C1)[C@H]1CC2(CC(C2)(F)F)CCN1CC1=C2C=CNC2=C(C=C1OC)C